2-{3-[(1R)-1-aminoethyl]-2-fluorophenyl}-2,2-difluoro-N-methylacetamide hydrogen chloride Cl.N[C@H](C)C=1C(=C(C=CC1)C(C(=O)NC)(F)F)F